(S)-N-((S)-1-(5-(2-cyclopropyl-2H-indazol-5-yl)-1H-imidazol-2-yl)-7-oxononyl)-6-ethyl-6-azaspiro[2.5]octane-1-carboxamide C1(CC1)N1N=C2C=CC(=CC2=C1)C1=CN=C(N1)[C@H](CCCCCC(CC)=O)NC(=O)[C@H]1CC12CCN(CC2)CC